(t-butoxycarbonyl)-L-tryptophan methyl ester COC([C@@H](NC(=O)OC(C)(C)C)CC1=CNC2=CC=CC=C12)=O